C(C)(C)(C)OC(=O)NCCCCC(C)N1C(=NC2=C1C(=CC=C2)C(N(C)C)=O)NC(=O)C=2N=C(SC2)C(=O)OCC ethyl 4-((1-(6-((tert-butoxycarbonyl)amino)hexan-2-yl)-7-(dimethylcarbamoyl)-1H-benzo[d]imidazol-2-yl)carbamoyl)thiazole-2-carboxylate